C1(=CC=CC=C1)C1=C(SC2=C1C=CC=C2)C(=O)O 3-Phenyl-1-benzothiophene-2-carboxylic acid